CC1([C@H]2CN[C@@H]([C@@H]12)C(=O)[O-])C.[Li+] Lithium (1R,2S,5S)-6,6-dimethyl-3-azabicyclo[3.1.0]hexane-2-carboxylate